O1CCOC12CCCN(C2)CCC=2N=NN(C2)[C@H](C(=O)N2[C@@H](C[C@H](C2)O)C(=O)NC)C(C)(C)C (2S,4R)-1-[(2S)-2-[4-[2-(1,4-dioxa-9-azaspiro[4.5]decan-9-yl)ethyl]triazol-1-yl]-3,3-dimethyl-butanoyl]-4-hydroxy-N-methyl-pyrrolidine-2-carboxamide